(4-Methanoyl)anilino-4-(1H-indol-4-yl)-5-trifluoromethylpyrimidine C(=O)C1=CC=C(NC2=NC=C(C(=N2)C2=C3C=CNC3=CC=C2)C(F)(F)F)C=C1